OCC1CC12CN(CCC2)C(=O)OC(C)(C)C tert-butyl 1-(hydroxymethyl)-5-azaspiro[2.5]octane-5-carboxylate